2-methoxy-6-methyl-4-(4,4,5,5-tetramethyl-1,3,2-dioxaborolan-2-yl)pyridine COC1=NC(=CC(=C1)B1OC(C(O1)(C)C)(C)C)C